2,2-dimethyl-6-phenyl-N-(4-phenylbutyl)piperazine-1-carboxamide CC1(N(C(CNC1)C1=CC=CC=C1)C(=O)NCCCCC1=CC=CC=C1)C